6-chloro-1-methyl-1,3-dihydro-2H-benzo[d]imidazol-2-one ClC=1C=CC2=C(N(C(N2)=O)C)C1